1-[4-(4-amino-3-chloro-phenoxy)-2-methyl-thiazol-5-yl]ethanone NC1=C(C=C(OC=2N=C(SC2C(C)=O)C)C=C1)Cl